FC(CN1CCC(CC1)C(=O)NC=1N=CC2=CC=C(C=C2C1)C1=CN=CS1)(C)F 1-(2,2-difluoropropyl)-N-(6-(thiazol-5-yl)isoquinolin-3-yl)piperidine-4-carboxamide